[Si](C)(C)(C(C)(C)C)OCC#CC1=C2C3=C(N(C2=CC=C1)C1C(NC(CC1)=O)=O)N=CC=C3 3-[5-[3-[tert-butyl(dimethyl)silyl]oxyprop-1-ynyl]pyrido[2,3-b]indol-9-yl]piperidine-2,6-dione